OC1=C(C(=CC(=C1C(=O)N)CCCCC)O)C1=CC(=CC=C1)C 2,6-dihydroxy-3'-methyl-4-pentyl-[1,1'-biphenyl]-3-carboxamide